C1=C(C=CC2=CC=CC=C12)[C@]1(C(NC2=CC=CC=C12)=O)C1=CC=CC=C1 (R)-3-(naphthalen-2-yl)-3-phenylindol-2-one